[Pb+2].C(=[NH2+])N formamidinium lead